(4R)-4-[3-Oxo-3-[7-[[6-(trifluoromethyl)-3-pyridyl]methyl]-2,7-diazaspiro[3.5]nonan-2-yl]propyl]oxazolidin-2-one O=C(CC[C@H]1NC(OC1)=O)N1CC2(C1)CCN(CC2)CC=2C=NC(=CC2)C(F)(F)F